C(C)OC=1C(C(C1C)=O)=O 3-ethoxy-4-methylcyclobutene-1,2-dione